C(#N)C1=C(C=C(C2=C1CCO2)C2=CC=C(C=C2)OC(F)(F)F)NCC(C(=O)N)=C 2-[[[4-Cyano-7-[4-(trifluoromethoxy)phenyl]-2,3-dihydrobenzofuran-5-yl]amino]methyl]prop-2-enamid